CC1=NSC(=N1)N 3-methyl-1,2,4-thiadiazol-5-amine